azanium sulfate S(=O)(=O)([O-])[O-].[NH4+].[NH4+]